C12CN(CC(CC1)O2)C2=NC=C(C(=N2)NC2=CC=1C3=C(C(N(C1C=C2)C)=O)OCC([C@@H](N3)C3CC3)(F)F)Cl (S)-10-((2-(8-oxa-3-azabicyclo[3.2.1]octan-3-yl)-5-chloropyrimidin-4-yl)amino)-2-cyclopropyl-3,3-difluoro-7-methyl-1,2,3,4-tetrahydro-[1,4]oxazepino[2,3-c]quinolin-6(7H)-one